6-[[(2S,3R,4S,5S)-3-(3,4-Difluoro-2-methoxy-phenyl)-4,5-dimethyl-5-(trifluoromethyl)tetrahydrofuran-2-carbonyl]amino]pyridin-2-carboxamid FC=1C(=C(C=CC1F)[C@@H]1[C@H](O[C@@]([C@H]1C)(C(F)(F)F)C)C(=O)NC1=CC=CC(=N1)C(=O)N)OC